O1C(=CC=C1)CN1C(C2=C(C(=C1)C1=CC=CC=C1)C=CN2)=O 6-(2-furylmethyl)-4-phenyl-1H-pyrrolo[2,3-c]pyridin-7-one